7-(6-bromo-3,5-difluoropyridin-2-yl)-2-(2,5-dimethyl-1H-pyrrol-1-yl)-[1,2,4]triazolo[1,5-a]pyridine BrC1=C(C=C(C(=N1)C1=CC=2N(C=C1)N=C(N2)N2C(=CC=C2C)C)F)F